tert-butyl-[[3-fluoro-5-methyl-4-[1-methyl-4-(trifluoromethyl)imidazol-2-yl]phenyl]methoxy]-dimethyl-silane C(C)(C)(C)[Si](C)(C)OCC1=CC(=C(C(=C1)C)C=1N(C=C(N1)C(F)(F)F)C)F